rac-4-(((1s,3S)-3-Methoxycyclopentyl)amino)-N-(2-methoxyethyl)-2-(1-methyl-1H-imidazol-2-yl)-6-(1-methyl-1H-pyrazol-3-yl)pyrrolo[2,1-f][1,2,4]triazine-5-carboxamide CO[C@@H]1C[C@H](CC1)NC1=NC(=NN2C1=C(C(=C2)C2=NN(C=C2)C)C(=O)NCCOC)C=2N(C=CN2)C |r|